C(C)OC=CC=1C=CC=2N(C1)N=CC2 6-(2-ethoxyvinyl)pyrazolo[1,5-a]pyridine